C(C)(C)(C)OC(=O)N1CCC(CC1)N1N=C(C(=C1)I)OCC.NC(C)O[Si](OCC)(OCC)CCC Amino-Propyl-TriethoxySilane tert-butyl-4-(3-ethoxy-4-iodo-1H-pyrazol-1-yl)piperidine-1-carboxylate